(R)-5-(2-(5-fluoro-1-methyl-2-oxo-1,2-dihydropyridin-3-yl)pyrrolidin-1-yl)-N-(pyridin-3-yl)pyrazolo[1,5-a]pyrimidine-3-carboxamide FC=1C=C(C(N(C1)C)=O)[C@@H]1N(CCC1)C1=NC=2N(C=C1)N=CC2C(=O)NC=2C=NC=CC2